CC1(COC1)COCC1CCC(CC1)C1CCC(CC1)COCC1(COC1)C 4,4'-bis{[(3-methyl-3-oxetanyl)methoxy]methyl}bicyclohexane